Cyclohexylmethyl (tert-butoxycarbonyl)-L-valyl-L-valinate C(C)(C)(C)OC(=O)N[C@@H](C(C)C)C(=O)N[C@@H](C(C)C)C(=O)OCC1CCCCC1